COC1=CC=CC(=N1)C(C)N (6-methoxypyridin-2-yl)ethan-1-amine